7-methyl-3-[1-(2,2,3,3,3-pentafluoropropyl)-1H-pyrazol-4-yl]-2-(trifluoromethyl)-4H-pyrido[1,2-a]pyrimidin-4-one CC=1C=CC=2N(C(C(=C(N2)C(F)(F)F)C=2C=NN(C2)CC(C(F)(F)F)(F)F)=O)C1